4-amino-cyclohexanecarbonitrile hydrochloride Cl.NC1CCC(CC1)C#N